2,2'-methylenebis(6-nonylphenol) C(C1=C(C(=CC=C1)CCCCCCCCC)O)C1=C(C(=CC=C1)CCCCCCCCC)O